C(N)(=O)C1(CCCC1)NC(C(=O)C1=C(C(=C(N1C)C)C(=O)NC1=CC(=C(C=C1)F)C)C)=O 5-(2-((1-carbamoylcyclopentyl)amino)-2-oxoacetyl)-N-(4-fluoro-3-methylphenyl)-1,2,4-trimethyl-1H-pyrrole-3-carboxamide